FC1(CNCC1C)F 3,3-difluoro-4-methyl-pyrrolidine